heptadec-1-yl triacontanoate C(CCCCCCCCCCCCCCCCCCCCCCCCCCCCC)(=O)OCCCCCCCCCCCCCCCCC